Di-(3,5-dimethylphenyl)phosphine prop-2-yn-1-yl-(E)-4-{tert-butoxycarbonyl-[4-(3-chloro-10,11-dihydro-dibenzo[b,f]azepin-5-yl)-butyl]-amino}but-2-enoate C(C#C)OC(\C=C\CN(CCCCN1C2=C(CCC3=C1C=CC=C3)C=CC(=C2)Cl)C(=O)OC(C)(C)C)=O.CC=2C=C(C=C(C2)C)PC2=CC(=CC(=C2)C)C